ClCC(=O)NC1=CC2=C(N(C(=N2)C2=C(C=CC(=C2)Cl)O)C(C(=O)O)CC(C)C)C=C1 {5-[(2-Chloroacetyl)amino]-2-(5-chloro-2-hydroxyphenyl)benzo[d]imidazol-1-yl}-4-methylpentanoic acid